7-methoxy-3,4-dihydro-2H-2,6-naphthyridin-1-one COC1=NC=C2CCNC(C2=C1)=O